ClC1=NC=C2C(=N1)N(N=C2)C2CC(C2)(C(=O)OC)C methyl 3-(6-chloropyrazolo[3,4-d]pyrimidin-1-yl)-1-methyl-cyclobutanecarboxylate